2-hydroxy-N,N-dimethyl-3-[[2-[[(1R)-1-(5-methyl-2-furyl)propyl]amino]-3,4-dioxo-cyclobuten-1-yl]amino]benzamide OC1=C(C(=O)N(C)C)C=CC=C1NC1=C(C(C1=O)=O)N[C@H](CC)C=1OC(=CC1)C